cis-N1-(5-(Quinolin-6-yl)pyrrolo[2,1-f][1,2,4]triazin-2-yl)cyclohexane-1,4-diamine N1=CC=CC2=CC(=CC=C12)C=1C=CN2N=C(N=CC21)N[C@@H]2CC[C@@H](CC2)N